ClC1=CC=C2C=CC(=NC2=C1)NC(=O)[C@H]1OC[C@@H](CC1)NC(COC1=CC=C(C=C1)C(F)(F)F)=O (2S,5R)-N-(7-chloro-2-quinolyl)-5-[[2-[4-(trifluoromethyl)phenoxy]acetyl]amino]tetrahydropyran-2-carboxamide